3-hydroxycrotonic acid O\C(=C/C(=O)O)\C